ClC1=CC(=CN1C)C(=O)N[C@H]1C[C@H](CCC1)NC1=CC(=NC2=CC=C(C=C12)Cl)C(F)(F)F 5-chloro-N-((1R,3S)-3-((6-chloro-2-(trifluoromethyl)quinolin-4-yl)amino)cyclohexyl)-1-methyl-1H-pyrrole-3-carboxamide